5-({5-[6-(3-aminopropoxy)-2,3-dihydrofuro[3,2-b]pyridin-7-yl]-1H-pyrazol-3-yl}amino)pyrazine-2-carbonitrile NCCCOC=1C(=C2C(=NC1)CCO2)C2=CC(=NN2)NC=2N=CC(=NC2)C#N